[Si](C)(C)(C(C)(C)C)OCCCNC=1C(=CC=CC1)N N-(3-((tert-butyldimethylsilyl)oxy)propyl)benzene-1,2-diamine